N,N-dioctyl-7-oxoheptane-1-sulfonamide C(CCCCCCC)N(S(=O)(=O)CCCCCCC=O)CCCCCCCC